C(=O)(OC(C)(C)C)N(C)C N-Boc-dimethylamine